racemic-N,N-diethyl-2-(phenylamino)propanamide C(C)N(C([C@@H](C)NC1=CC=CC=C1)=O)CC |r|